N-[3-chloro-4-(piperazine-1-carbonyl)phenyl]-5-[3-(difluoromethyl)-1H-pyrazol-4-yl]-1-methyl-imidazole-2-carboxamide hydrochloride Cl.ClC=1C=C(C=CC1C(=O)N1CCNCC1)NC(=O)C=1N(C(=CN1)C=1C(=NNC1)C(F)F)C